rac-N-acetyl-leucine-d4 C(C)(=O)N([C@@](C(C(C)C)([2H])[2H])(C(=O)O)[2H])[2H] |r|